FC(C(=O)O)(F)F.ClC=1C=C(C(=O)N2C3CN(CC2C3)C3=CC=C(C=N3)C=3C=2N(C=C(C3)OCC(C)(C)O)N=CC2C#N)C=CC1OC 4-(6-(6-(3-chloro-4-methoxybenzoyl)-3,6-diazabicyclo[3.1.1]heptan-3-yl)pyridin-3-yl)-6-(2-hydroxy-2-methylpropoxy)pyrazolo[1,5-a]pyridine-3-carbonitrile 2,2,2-trifluoroacetate